C(C)(C)(C)C1(N(CC2=CC=CC=C12)C(=O)OC1CN(CCC1)CO[Si](C)(C)C(C)(C)C)C=O ((tert-butyldimethylsilyloxy)methyl)piperidin-3-ol tert-Butyl-1-formylisoindoline-2-carboxylate